2-(benzo[d][1,3]dioxol-5-yl)-N-(4-(6-methoxy-7-((1-(2-methoxyethyl)piperidin-4-yl)methoxy)quinazolin-4-yl)phenyl)acetamide O1COC2=C1C=CC(=C2)CC(=O)NC2=CC=C(C=C2)C2=NC=NC1=CC(=C(C=C21)OC)OCC2CCN(CC2)CCOC